FC1=CC=C(OC2CCN(CC2)C=2C(=C(C=3N(N2)C(C=CN3)=O)C)C)C=C1 7-(4-(4-fluorophenoxy)piperidin-1-yl)-8,9-dimethyl-4H-pyrimido[1,2-b]pyridazin-4-one